ethyl 4,4-difluoro-3-hydroxybutyrate FC(C(CC(=O)OCC)O)F